CC1=C(C(=CC=C1)C)N=C(C[Si](CCCCCCCC)(C)C)C1=NC(=CC=C1)C(C[Si](CCCCCCCC)(C)C)=NC1=C(C=CC=C1C)C 2,6-Bis(1-(2,6-dimethylphenylimino)2-(dimethyloctylsilyl)ethyl)pyridine